FC=1C=C(C#N)C=CC1N1N=CC(=C1)I 3-fluoro-4-(4-iodopyrazol-1-yl)benzonitrile